NC1=NC=CC2=CC=C(C=C12)C=1C2(C3=CC=CC=C3C1)CCCC2 (1-aminoisoquinolin-7-yl)spiro[cyclopentane-1,1'-indene]